S(=O)(=O)(OC1=CC=C(C=C1)S(=O)(=O)C)[O-].[K+] Potassium 4-methylsulfonylphenyl sulfate